NC1=C(N=C2N1C=CC=C2Br)C(=O)NCC 3-amino-8-bromo-N-ethylimidazo[1,2-a]pyridine-2-carboxamide